C(C)(=O)OC[C@H]1N(CC2(CC2)C1)C(=O)C1=C(C=C(C(=C1)OC)OCCCCCOC1=CC(=C(C=C1OC)C(=O)N1CC2(CC2)C[C@H]1COC(C)=O)NC(=O)OCC=C)NC(=O)OCC=C Pentan-1,5-diylbis[oxy (5-methoxy-2-{[(prop-2-en-1-yloxy)carbonyl]amino}benzen-4,1-diyl)carbonyl (6S)-5-azaspiro[2.4]heptan-5,6-diylmethanediyl] diacetate